(S)-N-(3-(1-((2-ethyl-2H-pyrazolo[3,4-b]pyrazin-6-yl)amino)ethyl)-4-fluorophenyl)-6-(trifluoromethoxy)nicotinamide C(C)N1N=C2N=C(C=NC2=C1)N[C@@H](C)C=1C=C(C=CC1F)NC(C1=CN=C(C=C1)OC(F)(F)F)=O